(3S)-3-(3',3'-difluoro-6-oxo-1'-((1-((tetrahydro-2H-pyran-4-yl)methyl)-1H-pyrazol-4-yl)methyl)-6,8-dihydro-2H,7H-spiro[furo[2,3-e]isoindol-3,4'-piperidin]-7-yl)piperidine-2,6-dione FC1(CN(CCC12COC1=C3CN(C(C3=CC=C12)=O)[C@@H]1C(NC(CC1)=O)=O)CC=1C=NN(C1)CC1CCOCC1)F